C(CC\C=C/C\C=C/C\C=C/C\C=C/C\C=C/C\C=C/CC)(=O)OC1=NC2=CC(=CC=C2C=C1)OCCCCN1CCN(CC1)C1=CC=CC=2SC=CC21 (4Z,7Z,10Z,13Z,16Z,19Z)-7-(4-(4-(benzo[b]thiophen-4-yl)piperazin-1-yl)butoxy)quinolin-2-yl docosa-4,7,10,13,16,19-hexaenoate